CN(C1CCN(CC1)C1=C(C=C(C=C1)NC=1N=C(C2=C(N1)SC=C2C)NC=2C=C(C=CC2)C2(COC2)O)OC)C 3-(3-((2-((4-(4-(dimethylamino)piperidin-1-yl)-3-methoxyphenyl)amino)-5-methylthieno[2,3-d]pyrimidin-4-yl)amino)phenyl)oxetan-3-ol